CC1=C2C=CC=NC2=CC=C1 (5-methyl)quinoline